Cl.NCCN(C(OC=1C=CC2=C(C1)OC(C=1C2N2N(CC1)C(N(C2=O)C2=CC=C(C=C2)C(C)=O)=O)(C)C)=O)CC 2-(4-acetylphenyl)-7,7-dimethyl-1,3-dioxo-2,3,5,12b-tetrahydro-1H,7H-chromeno[4,3-c][1,2,4]triazolo[1,2-a]pyridazin-10-yl (2-aminoethyl)(ethyl)carbamate hydrochloride